1-(3-Fluoro-5-methoxypyridin-4-yl)-7-methoxy-3-methyl-8-(2-methyl-1H-imidazo[4,5-b]pyridin-6-yl)-1,3-dihydroimidazo[4,5-c]quinolin-2-one FC=1C=NC=C(C1N1C(N(C=2C=NC=3C=C(C(=CC3C21)C=2C=C1C(=NC2)N=C(N1)C)OC)C)=O)OC